3-chloro-5-[[(3-chloro-4-fluorophenyl)-(5-methyl-4-methylsulfonyl-1H-imidazol-2-yl)methoxy]methyl]-1,2-oxazole ClC1=NOC(=C1)COC(C=1NC(=C(N1)S(=O)(=O)C)C)C1=CC(=C(C=C1)F)Cl